alpha-Valerolacton C1(C(CCC)O1)=O